4-[3-[3-[7-[3,5-bis[3-[(2,2,6,6-tetramethyl-4-piperidyl)oxy]propoxy]phenyl]heptyl]-5-[3-[(2,2,6,6-tetramethyl-4-piperidyl)oxy]propoxy]phenoxy]propoxy]-2,2,6,6-tetramethyl-piperidine CC1(NC(CC(C1)OCCCOC=1C=C(C=C(C1)OCCCOC1CC(NC(C1)(C)C)(C)C)CCCCCCCC=1C=C(OCCCOC2CC(NC(C2)(C)C)(C)C)C=C(C1)OCCCOC1CC(NC(C1)(C)C)(C)C)(C)C)C